6'-(((1S,3S)-3-((5-(difluoromethoxy)pyrimidin-2-yl)-amino)cyclopentyl)amino)-2-oxo-2H-[1,3'-bipyridine]-5'-carbonitrile FC(OC=1C=NC(=NC1)N[C@@H]1C[C@H](CC1)NC1=C(C=C(C=N1)N1C(C=CC=C1)=O)C#N)F